3-[5-bromo-1-(tert-butyldimethylsilyl)pyrrolo[3,2-b]pyridin-3-yl]-1-[4-(trifluoromethyl)phenyl]urea BrC1=CC=C2C(=N1)C(=CN2[Si](C)(C)C(C)(C)C)NC(NC2=CC=C(C=C2)C(F)(F)F)=O